2-[(2,6-difluoro-4-pyridinyl)-(2-isopropoxyacetyl)amino]-N-(2,2-dimethylcyclobutyl)-5-methyl-thiazole-4-carboxamide FC1=NC(=CC(=C1)N(C=1SC(=C(N1)C(=O)NC1C(CC1)(C)C)C)C(COC(C)C)=O)F